octylmethylimidazolium C(CCCCCCC)[N+]1=C(NC=C1)C